NCCOCCNC(C1=C(C=C(C=C1C)NC=1C=2N(C=CN1)C(=CN2)C=2C(=NN(C2)CC#N)C(F)(F)F)F)=O N-[2-(2-aminoethoxy)ethyl]-4-[[3-[1-(cyanomethyl)-3-(trifluoromethyl)pyrazol-4-yl]imidazo[1,2-a]pyrazin-8-yl]amino]-2-fluoro-6-methylbenzamide